1-(imidazolyl)phenol N1C(=NC=C1)C1(CC=CC=C1)O